chloro-5'-methoxy-6-methyl-[4,4'-bipyridine]-3-carboxamide ClC1=NC(=CC(=C1C(=O)N)C1=CC=NC=C1OC)C